N[C@@H]1CN(CCC1)C1=CC(=NC=C1C=1C=NN(C1)C(F)(F)F)NC1=NC(=NC=C1)C1=C(C=C(C=C1OC)F)F (S)-N-(4-(3-aminopiperidin-1-yl)-5-(1-(trifluoromethyl)-1H-pyrazol-4-yl)pyridin-2-yl)-2-(2,4-difluoro-6-methoxyphenyl)pyrimidin-4-amine